C(C)OC(=O)C=1N(N=C(N1)C1CC1)CC1=CC=CC=C1.C(C1=CC=CC=C1)N1CC(OCC1)([2H])C1=NC=CC=C1 4-Benzyl-2-(pyridin-2-yl)morpholin-2-d ethyl-2-benzyl-5-cyclopropyl-1,2,4-triazole-3-carboxylate